β-phenylacrylophenone C1(=CC=CC=C1)C=CC(=O)C1=CC=CC=C1